2-(4-(4-(hydroxymethyl)-6-oxo-1,6-dihydropyridine-3-carbonyl)-3,3-dimethylpiperazin-1-yl)propanamide OCC=1C(=CNC(C1)=O)C(=O)N1C(CN(CC1)C(C(=O)N)C)(C)C